FC1(CCN(CC1)C=1C=C(C=C2C=CC=NC12)C=1N=NN(C1)C1=C(C=C(C=C1)C(CO)S(=O)(=O)N)N1CCC2(CC2)CC1)F (4-(4-(8-(4,4-difluoropiperidin-1-yl)quinolin-6-yl)-1H-1,2,3-triazol-1-yl)-3-(6-azaspiro[2.5]oct-6-yl)phenyl)-2-hydroxyethanesulfonamide